[2,4-dihydroxy-6-(2-pyridylmethoxy)phenyl]-isoindolin-2-yl-methanone OC1=C(C(=CC(=C1)O)OCC1=NC=CC=C1)C(=O)N1CC2=CC=CC=C2C1